C(C)OC(CC1CCC(CC1)Br)=O (4-bromocyclohexyl)acetic acid ethyl ester